trans-4-((3-(1-Cyclopropyl-1H-pyrazol-4-yl)phenyl)((trans-4-(4-methoxy-3-methylphenyl)cyclohexyl)methyl)carbamoyl)cyclohexyloxetan-3-ylcarbamate C1(CC1)N1N=CC(=C1)C=1C=C(C=CC1)N(C(=O)[C@@H]1CC[C@H](CC1)N(C([O-])=O)C1COC1)C[C@@H]1CC[C@H](CC1)C1=CC(=C(C=C1)OC)C